4-Methoxy-5-[2-(5-methoxy-7-methyl-quinoline-8-sulfonylamino)-phenylethynyl]-pyridine-2-carboxylic acid COC1=CC(=NC=C1C#CC1=C(C=CC=C1)NS(=O)(=O)C=1C(=CC(=C2C=CC=NC12)OC)C)C(=O)O